FC=1C=C(C=CC1)[C@@H]1N(CCC1)C=1C=CC=2N(N1)C(=CN2)C2=CC=CC(=N2)N2CCN(CC2)CCOC=2C=CC=C1C(=NN(C21)C)C2C(NC(CC2)=O)=O 3-(7-(2-(4-(6-(6-((R)-2-(3-fluorophenyl)pyrrolidin-1-yl)imidazo[1,2-b]pyridazin-3-yl)pyridin-2-yl)piperazin-1-yl)ethoxy)-1-methyl-1H-indazol-3-yl)piperidine-2,6-dione